BrC1(CC1)C Bromo-methylcyclopropane